[Ti].[Cu].[Au] gold-copper-titanium